tert-Butyl (1-((2-cyano-5-(5-cyano-6-(dimethylamino)imidazo[1,2-a]pyridin-3-yl)-3-(methylthio)phenoxy)methyl)cyclopentyl)carbamate C(#N)C1=C(OCC2(CCCC2)NC(OC(C)(C)C)=O)C=C(C=C1SC)C1=CN=C2N1C(=C(C=C2)N(C)C)C#N